[F].C1=CC=CC=2C3=CC=CC=C3CC12 fluorene fluorine